(S)-N-(4-(3-bromophenyl)thiazol-2-yl)-1-(5-(trideuteriomethyl)-1-(methylsulfonyl)-1H-pyrrole-3-carbonyl)pyrrolidine-2-carboxamide BrC=1C=C(C=CC1)C=1N=C(SC1)NC(=O)[C@H]1N(CCC1)C(=O)C1=CN(C(=C1)C([2H])([2H])[2H])S(=O)(=O)C